6-(4-fluoro-2-methoxyphenyl)-N-[4-[(methylsulfonimidoyl)methyl]-6-(trifluoromethyl)pyridin-2-yl]pyrimidin-4-amine FC1=CC(=C(C=C1)C1=CC(=NC=N1)NC1=NC(=CC(=C1)CS(=O)(=N)C)C(F)(F)F)OC